FC1(CNC2=CC(=CC=C2C1)SC)F 3,3-difluoro-7-(methylsulfanyl)-1,2,3,4-tetrahydroquinolin